NC1=CC=C(C=C1)N1CN(CN(C1)C1=CC=C(C=C1)N)C1=CC=C(C=C1)N 1,3,5-tris(4-aminophenyl)-1,3,5-triazinane